N1C=NC=C1 1H-IMIDAZOLE